C(C)OC(=O)C=1C(=NN2C1O[C@@H](CC2)C)C=2C=NC(=CC2)N2CC(C2)OC (5R)-2-[6-(3-Methoxyazetidin-1-yl)pyridin-3-yl]-5-methyl-6,7-dihydro-5H-pyrazolo[5,1-b][1,3]oxazine-3-carboxylic acid ethyl ester